NC1=NC=CC2=C(C=CC=C12)C1=CC(=C2CCC(C2=C1)OC1=C(C=CC=C1)CC(=O)O)Cl 2-(2-((6-(1-aminoisoquinolin-5-yl)-4-chloro-2,3-dihydro-1H-inden-1-yl)oxy)phenyl)acetic acid